NC=1C2=C(N=CN1)N(C(=C2C2=CC(=C(C(=C2)F)OC2=NC=CC=N2)Cl)C2=CC=C(C=C2)NC(C(=C)C)=O)C N-(4-(4-amino-5-(3-chloro-5-fluoro-4-(pyrimidin-2-yloxy)phenyl)-7-methyl-7H-pyrrolo[2,3-d]pyrimidin-6-yl)phenyl)methacrylamide